ClC1=C(CC=2N(C(N(N2)C)=O)CC2CCC(CC2)F)C(=CC=C1)F 5-(2-chloro-6-fluorobenzyl)-4-((4-fluorocyclohexyl)methyl)-2-methyl-2,4-dihydro-3H-1,2,4-triazol-3-one